C(C)C(CC(=O)O)(CC(=O)O)CC.C(CCCCCCCCCCCCCCCCC)(=O)O.C(CCCCCCCCCCCCCCCCC)(=O)O.OCC(CO)(CO)CO pentaerythritol distearate diethyl-glutarate